3-ethyl-7-((4-(2-methylimidazo[1,2-a]pyrazin-6-yl)piperazin-1-yl)methyl)-1,5-naphthyridin-2(1H)-one C(C)C=1C(NC2=CC(=CN=C2C1)CN1CCN(CC1)C=1N=CC=2N(C1)C=C(N2)C)=O